4-(4-cyclopropanecarbonylpiperazin-1-yl)-1-[5-(difluoromethyl)-1,3,4-thiadiazol-2-yl]-N-(oxetan-3-ylidene)indazole-6-sulfonamide C1(CC1)C(=O)N1CCN(CC1)C1=C2C=NN(C2=CC(=C1)S(=O)(=O)N=C1COC1)C=1SC(=NN1)C(F)F